C(=O)(O)CNCCN(CC(=O)O)CC(=O)O tris-carboxymethyl-ethylenediamine